CC1CCN(CC1)CC1=CC(=C2C=CC=NC2=C1O)[N+](=O)[O-] 7-((4-Methylpiperidin-1-yl)methyl)-5-nitro-8-hydroxyquinoline